O1CCN(CC1)C=1C=C(C=C(C1)S(=O)(=O)CC1=CC=C(C=C1)N1CCOCC1)C=1C=NC(=NC1)N 5-(3-morpholino-5-((4-morpholinobenzyl)sulfonyl)phenyl)pyrimidin-2-amine